CS(=O)(=O)NCC1=CC=C(C=C1)C1=NNC(C2=CC=CC=C12)=O methyl-N-(4-(4-oxo-3,4-dihydro-phthalazin-1-yl)benzyl)sulphonamide